monotert-butoxycarbonylamine C(C)(C)(C)OC(=O)N